4-(9H-carbazol-9-yl)biphenyl-boronic acid C1=CC=CC=2C3=CC=CC=C3N(C12)C=1C=C(C(=CC1)C1=CC=CC=C1)B(O)O